C(C1=CC=CC=C1)(=O)O[C@@H]1[C@H](OC([C@]1(C)F)=O)COC(C1=CC=CC=C1)=O.BrC=1C=CC(=C(C(=O)N)C1)NC 5-Bromo-2-(methylamino)benzamide ((2R,3R,4R)-3-(benzoyloxy)-4-fluoro-4-methyl-5-oxotetrahydrofuran-2-yl)methyl-benzoate